NC=1C(=NC(=CC1C1=NC(=NC(=N1)C1=NC(=CC=C1)C(F)(F)F)NC1=CC(=NC=C1)C(F)(F)F)C)F 4-(3-amino-2-fluoro-6-methyl-pyridin-4-yl)-6-(6-(trifluoromethyl)pyridin-2-yl)-N-(2-(trifluoromethyl)pyridin-4-yl)-1,3,5-triazin-2-amine